tert-butyl 4-((tert-butyldimethylsilyl) oxy)-3-methylthiophene-2-carboxylate [Si](C)(C)(C(C)(C)C)OC=1C(=C(SC1)C(=O)OC(C)(C)C)C